CC(C)(C)S(=O)N[C@@H](CC=C)C1=CC=C(C=C1)C1=C(N=CS1)C 2-methyl-N-((S)-1-(4-(4-methylthiazol-5-yl)phenyl)but-3-en-1-yl)propane-2-sulfinamide